CC1(CCC(CC1)NC(=O)C1=CC=2C(=CN=C(C2)F)N1)C N-(4,4-dimethylcyclohexyl)-5-fluoro-1H-pyrrolo[2,3-c]pyridine-2-carboxamide